(1R,3aR,6aS)-N-((S)-4-hydroxy-3-oxo-1-((S)-2-oxopyrrolidin-3-yl)butan-2-yl)-2-(4-methoxy-1H-indole-2-carbonyl)octahydrocyclopenta[c]pyrrole-1-carboxamide OCC([C@H](C[C@H]1C(NCC1)=O)NC(=O)[C@@H]1N(C[C@H]2[C@@H]1CCC2)C(=O)C=2NC1=CC=CC(=C1C2)OC)=O